C(C)SC(CC1CC(=CC(C1)=O)O)C 5-[2-(ethylthio)propyl]-3-hydroxy-2-cyclohexen-1-one